(3S,4R)-3-fluoro-1-(4-((8-isopropyl-5-methoxypyrido[4,3-d]pyrimidin-2-yl)amino)pyridin-2-yl)piperidin-4-ol F[C@H]1CN(CC[C@H]1O)C1=NC=CC(=C1)NC=1N=CC2=C(N1)C(=CN=C2OC)C(C)C